tert-butyl 4-[(2,2-difluorocyclopropyl)methyl]-2,2-dioxo-1,2lambda6,3-oxathiazolidine-3-carboxylate FC1(C(C1)CC1N(S(OC1)(=O)=O)C(=O)OC(C)(C)C)F